NC1=C(C(=NN1C1(CC1)C)C1=C(C(=C(C=C1)Br)F)F)C#N 5-amino-3-(4-bromo-2,3-difluorophenyl)-1-(1-methylcyclopropyl)pyrazole-4-carbonitrile